C1(=CC=CC=C1)C1(C2=CC=CC=C2C=2C=CC(=CC12)B(O)O)C1=CC=CC=C1 (9,9-diphenyl-9H-fluoren-2-yl)boronic acid